NC1=NC=NN2C1=C(C=C2C=2C(=C(C(=O)N[C@@H]1CN(C[C@@H]1F)C(=O)C1CC(C1)(F)F)C(=CC2)C)F)C(F)(F)F 3-[4-amino-5-(trifluoromethyl)pyrrolo[2,1-f][1,2,4]triazin-7-yl]-N-[(3R,4S)-1-(3,3-difluorocyclobutanecarbonyl)-4-fluoropyrrolidin-3-yl]-2-fluoro-6-methylbenzamide